1-((3s,4r)-4-(3,5-difluorophenyl)-1-(2-methoxyethyl)pyrrolidin-3-yl)-3-(3-(3-methoxypropyl)-4-methyl-1-phenyl-1H-pyrazol-5-yl)urea FC=1C=C(C=C(C1)F)[C@H]1[C@@H](CN(C1)CCOC)NC(=O)NC1=C(C(=NN1C1=CC=CC=C1)CCCOC)C